(R)-N-(5-(5-((1-methoxyprop-2-yl)oxy)benzo[d]oxazol-2-yl)-8-(methylamino)-2,7-naphthyridin-3-yl)cyclopropanecarboxamide COC[C@@H](C)OC=1C=CC2=C(N=C(O2)C2=C3C=C(N=CC3=C(N=C2)NC)NC(=O)C2CC2)C1